[Bis(2-methoxyethyl)amino]sulfur trifluoride COCCN(CCOC)S(F)(F)F